4-methoxy-phenyl-methanone COC1=CC=C(C=C1)C=O